OCCC1=CC=C(C=C1)C1=CC=C2C(C(C=3C=CC=C1C32)=O)=O 5-[4-(2-hydroxyethyl)phenyl]Acenaphthoquinone